5,7-dihydro-6H-pyrrolo[3,4-d]pyrimidin N1=CN=CC2=C1CNC2